ClC1=C(COC2CC3C(CNC3)C2)C=CC=C1 trans-5-((2-chlorobenzyl)oxy)octahydrocyclopenta[c]pyrrole